NCC1C2C(CC(C1)C2)CN 2,6-diaminomethylbicyclo[2.2.1]heptane